3-(p-tolyl)propiolic acid CC1=CC=C(C=C1)C#CC(=O)O